4-(1,2-epoxyethyl)-1,2-bis(hydroxymethyl)-1-butanol C1(CO1)CCC(C(O)CO)CO